FC1=C(C(=O)N2[C@@H](CN(C[C@H]2C)C(=O)C2=CC(=C(C=C2)OC)O)C)C=CC(=C1)OC ((3R,5R)-4-(2-fluoro-4-methoxybenzoyl)-3,5-dimethylpiperazin-1-yl)(3-hydroxy-4-methoxyphenyl)methanone